FC=1C=C(C=CC1N1CCN(CC1)CC1CCNCC1)NC1C(NC(CC1)=O)=O 3-((3-fluoro-4-(4-(piperidin-4-ylmethyl)piperazin-1-yl)phenyl)amino)piperidine-2,6-dione